OCC(CO)(COCC(CO)(C)CO)C 2,6-di(hydroxymethyl)-2,6-dimethyl-4-oxa-1,7-heptanediol